9-(4-(difluoro(1-(3-fluoropropyl)azetidin-3-yl)methyl)phenyl)-8-(4-fluoro-2-(trifluoromethyl)phenyl)-6,7-dihydro-5H-benzo[7]annulene-3-carboxylic acid FC(C1=CC=C(C=C1)C1=C(CCCC2=C1C=CC(=C2)C(=O)O)C2=C(C=C(C=C2)F)C(F)(F)F)(C2CN(C2)CCCF)F